C1(CC1)C1=CC=C(C=C1)C=1N=C2N(C=CC=N2)C1CN1CC2CCC(C1)N2C(=O)C2=NC(=CC=C2)OC (3-{[2-(4-cyclopropylphenyl)imidazo[1,2-a]pyrimidin-3-yl]methyl}-3,8-diazabicyclo[3.2.1]oct-8-yl)(6-methoxypyridin-2-yl)methanone